C(#C)C1=CC=C(C=C1)[C@@H]1CCC12CN(CC2)C(=O)C2=CN=CC(N2)=O (S)-6-[(4-Ethynylphenyl)-6-azaspiro[3.4]octane-6-carbonyl]-1H-pyrazin-2-one